(R)-7-bromo-N-(3-chloro-2-hydroxypropyl)-N-(2,4-dimethoxybenzyl)-2,2-difluoro-3,4-dihydro-2H-thieno[3,4-b][1,4]oxazine-5-carboxamide BrC=1SC(=C2C1OC(CN2)(F)F)C(=O)N(CC2=C(C=C(C=C2)OC)OC)C[C@H](CCl)O